O(C#N)C1=CC=C(OS(=O)OC2=CC=C(C=C2)OC#N)C=C1 Bis(4-cyanatophenoxy) sulfoxide